FC(C=1C=C(C(=NC1)NC1=NC(=NS1)C=1C=C2C(=CN1)N(CC2)C)N(C(C)=O)C)F N-(5-(difluoro-methyl)-2-(3-(1-methyl-2,3-dihydro-1H-pyrrolo[2,3-c]pyridin-5-yl)-1,2,4-thiadiazol-5-ylamino)pyridin-3-yl)-N-methylacetamide